4-tert-butoxycarbonyl-1-[2-[1-(2,6-dioxo-3-piperidyl)-3-methyl-2-oxo-benzimidazol-5-yl]ethyl]piperazine-2-carboxylic acid C(C)(C)(C)OC(=O)N1CC(N(CC1)CCC1=CC2=C(N(C(N2C)=O)C2C(NC(CC2)=O)=O)C=C1)C(=O)O